7-isopropyl-1,4-dimethyl-azulene C(C)(C)C1=CC=C(C2=CC=C(C2=C1)C)C